ethyl-2'-fluoro-4-propyl-terphenyl C(C)C1=C(C=CC(=C1)CCC)C=1C(CC=CC1)(C1=CC=CC=C1)F